S(=O)(=O)([O-])[O-].[Co+2].ClC=1C(=NC=CC1)C1=NC(=C(C(=C1Cl)N)Cl)Cl Tetrachloro-4-amino-2,2-bipyridyl cobalt sulfate